{3-(3-chloro-2-fluorophenyl)-1-[methoxy(methyl)amino]-1-oxopropan-2-yl}(4-methoxybenzyl)carbamic acid tert-butyl ester C(C)(C)(C)OC(N(CC1=CC=C(C=C1)OC)C(C(=O)N(C)OC)CC1=C(C(=CC=C1)Cl)F)=O